ClC=1C=C(C=NC1)NC1=NC=NC2=CC=C(C=C12)C=1C=NNC1 N-(5-chloropyridin-3-yl)-6-(1H-pyrazol-4-yl)quinazolin-4-amine